tert-butyl 1-methylene-3-carbonyl-1,5,7,8-tetrahydrofurano[3,4-g]isoquinoline-6(3H)-carboxylate C=C1OC(C=2C1=CC=1CCN(CC1C2)C(=O)OC(C)(C)C)=C=O